6-(2-amino-5-(4-(1-ethylpiperidin-4-yl)phenyl)-6-fluoropyridin-3-yl)-7-fluoro-3,4-dihydroisoquinolin-1(2H)-one NC1=NC(=C(C=C1C=1C=C2CCNC(C2=CC1F)=O)C1=CC=C(C=C1)C1CCN(CC1)CC)F